CNC([C@@H]([C@@H](N)C(=O)O)O)=O (3R)-N4-methyl-3-hydroxy-D-asparagine